C1(CC1)C=1C=C2C=NN(C2=CC1OCC1=NOC=C1)C(=O)OC(C)(C)C tert-butyl 5-cyclopropyl-6-(isoxazol-3-ylmethoxy)-1H-indazole-1-carboxylate